O1CC(C1)C(=O)NC1=CC=C(COC2=CC=C(C=C2)C=2N=CN(C2)C(=O)OC(C)(C)C)C=C1 tert-butyl 4-(4-((4-(oxetane-3-carboxamido)benzyl)oxy)phenyl)-1H-imidazole-1-carboxylate